N1(CCC1)C1=C(C=CC=C1)N1N=C(C=C1C1=CC(=CC=C1)OC1CC1)COC(C(=O)OC)(C)C methyl 2-([1-[2-(azetidin-1-yl)phenyl]-5-(3-cyclopropoxyphenyl)-1H-pyrazol-3-yl]-methoxy)-2-methylpropanoate